N-(2-((2-(dimethylamino)ethyl)(methyl)amino)-5-(4-(6-(2-hydroxypropan-2-yl)-1H-indol-5-ylamino)-1,3,5-triazin-2-ylamino)-4-methoxyphenyl)acrylamide CN(CCN(C1=C(C=C(C(=C1)OC)NC1=NC=NC(=N1)NC=1C=C2C=CNC2=CC1C(C)(C)O)NC(C=C)=O)C)C